FC12CC(C1)(C2)C2=NNC=C2 3-(3-fluorobicyclo[1.1.1]pentan-1-yl)-1H-pyrazole